4-(3-bromo-5-(2,2-difluoroethoxy)phenyl)-2-methyl-2H-1,2,3-triazole BrC=1C=C(C=C(C1)OCC(F)F)C1=NN(N=C1)C